ClC1=NN(C=C1C(=O)N[C@H]1C[C@H](CCC1)NC1=CC(=NC2=CC=C(C=C12)Cl)C(F)(F)F)C1CCNCC1 3-chloro-N-[(1r,3s)-3-{[6-chloro-2-(trifluoromethyl)quinolin-4-yl]amino}cyclohexyl]-1-(piperidin-4-yl)-1H-pyrazole-4-carboxamide